N-[(4-cyanophenyl)methyl]-N'-(2-pyridylmethyl)-N-(5,6,7,8-tetrahydro-8-quinolinyl)-1,4-xylylenediamine C(#N)C1=CC=C(C=C1)CN(CC1=CC=C(C=C1)CNCC1=NC=CC=C1)C1CCCC=2C=CC=NC12